CC1(CC=CCC1)C(=O)OC 1-methylcyclohex-3-ene-carboxylic acid, methyl ester